(S)-2-(4-(4,4-dimethyl-2,5-dioxo-3-((2-((tetrahydrofuran-3-yl)amino)pyridin-4-yl)methyl)imidazolidin-1-yl)phenyl)-2-methylpropanenitrile CC1(N(C(N(C1=O)C1=CC=C(C=C1)C(C#N)(C)C)=O)CC1=CC(=NC=C1)N[C@@H]1COCC1)C